5-dimethylphenol CC1=CC(=CC(=C1Cl)C)O